C1(CC1)NC(=O)C=1C(=C(C(=CC1CCCCC)O)[C@H]1[C@@H](CCC(=C1)C)C(=C)C)O (1'R,2'R)-N-cyclopropyl-2,6-dihydroxy-5'-methyl-4-pentyl-2'-(prop-1-en-2-yl)-1',2',3',4'-tetrahydro-[1,1'-biphenyl]-3-carboxamide